5-((1-Aminocyclobutyl)methoxy)-2-methyl-N-(1-(7-(thiazol-2-yl)quinolin-5-yl)cyclopropyl)benzamide NC1(CCC1)COC=1C=CC(=C(C(=O)NC2(CC2)C2=C3C=CC=NC3=CC(=C2)C=2SC=CN2)C1)C